FC(C1C(C(C(OS1(=O)=O)C)C)C)(F)F 1-(trifluoromethyl)-2,3,4-tris(methyl)-butanesultone